C1(CC1)C1=CC(=NN1)NC1=NC(=NC=C1)N1C[C@@H](CCC1)CNC(OC(C)(C)C)=O tert-Butyl N-[[(3S)-1-[4-[(5-cyclopropyl-1H-pyrazol-3-yl)amino]pyrimidin-2-yl]-3-piperidyl]methyl]carbamate